C1(CC1)C1=CC(=C2C(=N1)NN=C2)C=2C(=NN1C2COC(C1)(C)C)C1=NC=C(C=C1)F 3-(6-cyclopropyl-1H-pyrazolo[3,4-b]pyridin-4-yl)-2-(5-fluoropyridin-2-yl)-6,6-dimethyl-6,7-dihydro-4H-pyrazolo[5,1-c][1,4]oxazine